6-(3-chloro-4-fluoro-phenyl)-3-methyl-1-(3-pyridylmethyl)imidazo[4,5-b]pyridin-2-one ClC=1C=C(C=CC1F)C=1C=C2C(=NC1)N(C(N2CC=2C=NC=CC2)=O)C